FC(C(=O)O)(F)F.N[C@@]1(CN(C[C@H]1CCCB(O)O)S(NCC1(COC1)N)(=O)=O)C(=O)O |r| (rac)-trans-3-amino-1-(N-((3-aminooxetan-3-yl)methyl)sulfamoyl)-4-(3-boronopropyl)pyrrolidine-3-carboxylic acid, 2,2,2-trifluoroacetic acid salt